OC1CCN(CC1)C=1C=CC(=NC1)NC=1C2=C(C(=NC1)C=1C=3N(N=CC1)C=CC3)CN(C2=O)C(=O)OC(C)(C)C tert-butyl 7-((5-(4-hydroxypiperidin-1-yl) pyridin-2-yl) amino)-1-oxo-4-(pyrrolo[1,2-b]pyridazin-4-yl)-1,3-dihydro-2H-pyrrolo[3,4-c]pyridine-2-carboxylate